COC=1C=C2CC3(N(C2=CC1)C)OC1=C(CC3(C)C)C=C(C=C1)[N+](=O)[O-] 1',3'-dihydro-5'-methoxy-1',3,3-trimethyl-6-nitrospiro[2H-1-benzopyran-2,2'(2H)-indole]